ClC1=CC=C(C=C1)C1=CC=2C3=C(C=NC2C=C1)N(C(N3C=3C=NC=C(C#N)C3)=N)C 5-(8-(4-Chlorophenyl)-2-imino-3-methyl-2,3-dihydro-1H-imidazo[4,5-c]quinolin-1-yl)nicotinonitrile